2-(4-chlorophenyl)-6-phenyl-9H-purine ClC1=CC=C(C=C1)C1=NC(=C2N=CNC2=N1)C1=CC=CC=C1